C[C@H]1N(CCOC1)C=1N=C2N(C(C1)=O)CC[C@H](N2CC(C=2SC=CN2)=O)C(F)(F)F (S)-2-((R)-3-Methyl-morpholin-4-yl)-9-(2-oxo-2-thiazol-2-yl-ethyl)-8-trifluoromethyl-6,7,8,9-tetrahydro-pyrimido[1,2-a]-pyrimidin-4-one